C(CCCCCCCCCCC)NN[C@@H](CCC(=O)[O-])C(=O)[O-].C(CCCCCCCCCCC)NN[C@@H](CCC(=O)[O-])C(=O)[O-].[Na+].[Na+].[Na+].[Na+] sodium di(laurylaminoglutamate)